4-(8-hydroxy-5-quinolyl-azo)phenanthroline benzenesulfonate C1(=CC=CC=C1)S(=O)(=O)O.OC=1C=CC(=C2C=CC=NC12)N=NC1=CC=NC2=C3N=CC=CC3=CC=C12